NCC1=C(C=CC=C1F)C=1C=CC=2N(C1)C=C(N2)NC(=O)[C@H]2[C@H](C2)F (1S,2S)-N-(6-(2-(aminomethyl)-3-fluorophenyl)imidazo[1,2-a]pyridin-2-yl)-2-fluorocyclopropanecarboxamide